5-bromo-2-(9,9-dimethyl-9H-acridine-10-yl)isophthalic acid dimethyl ester COC(C1=C(C(C(=O)OC)=CC(=C1)Br)N1C=2C=CC=CC2C(C2=CC=CC=C12)(C)C)=O